(1-(pyridin-3-yl)ethyl)-1H-pyrazol-4-ol N1=CC(=CC=C1)C(C)N1N=CC(=C1)O